propyl-3,4-difluorobiphenyl C(CC)C1=C(C=CC(=C1F)F)C1=CC=CC=C1